C(C)(C)C=1C=NNC1NC(=O)NC1=NC(=CC=C1)C1=NN=CN1C(C)C 1-(4-isopropyl-1H-pyrazol-5-yl)-3-(6-(4-isopropyl-4H-1,2,4-triazol-3-yl)pyridin-2-yl)urea